Benzyl-(1S,2S,5R)-2-(2-hydroxyethyl)-3,8-diazabicyclo[3.2.1]octane-8-carboxylate C(C1=CC=CC=C1)OC(=O)N1[C@@H]2[C@@H](NC[C@H]1CC2)CCO